C(C)OC1=C(OC=2C=C(C=CC2)C2=CN=CC(=N2)NC(CCC2=CC=C(C=C2)C(C(=O)O)(C)C)=O)C=CC=C1 2-(4-(3-((6-(3-(2-ethoxyphenoxy)phenyl)pyrazin-2-yl)amino)-3-oxopropyl)phenyl)-2-methylpropanoic acid